OCCCN1CCC12CCN(CC2)C(=O)OC(C)(C)C Tert-butyl 1-(3-hydroxypropyl)-1,7-diazaspiro[3.5]nonane-7-carboxylate